((2S,5R)-2,5-dimethylpiperazin-1-yl)-5-(2-fluorophenyl)-7-(pyridin-2-yl)-7H-pyrrolo[2,3-d]pyrimidine C[C@@H]1N(C[C@H](NC1)C)C=1N=CC2=C(N1)N(C=C2C2=C(C=CC=C2)F)C2=NC=CC=C2